BrC1=CC=NC=2C=3N(C(N(C21)CC2=CC=C(C=C2)Cl)=O)C(=NN3)C(C)(C)C bromo-3-tert-butyl-6-[(4-chlorophenyl)methyl]pyrido[2,3-e][1,2,4]triazolo[4,3-c]pyrimidin-5(6H)-one